S1C(=C(C=C1)C(=O)[O-])C(=O)ONC(NC1=C(C=C(C(=C1)OCC1=C(C=CC2=C1N=CS2)F)OC)F)=O ({{2-fluoro-5-[(5-fluoro-1,3-benzothiazol-4-yl) methoxy]-4-methoxyphenyl} carbamoyl} amino) thiophene-2,3-dicarboxylate